2-[4-[3-(quinolin-6-ylmethyl)triazolo[4,5-b]pyrazin-5-yl]pyrazol-1-yl]ethanol N1=CC=CC2=CC(=CC=C12)CN1N=NC2=NC=C(N=C21)C=2C=NN(C2)CCO